2,2'-(3-((benzyloxy)methyl)bicyclo[1.1.1]pentane-1,2-diyl)bis(4,4,5,5-tetramethyl-1,3,2-dioxa-borolane) C(C1=CC=CC=C1)OCC12C(C(C1)(C2)B2OC(C(O2)(C)C)(C)C)B2OC(C(O2)(C)C)(C)C